3-(methylthio)-1,2,4-triazine-6-carboxamide CSC=1N=NC(=CN1)C(=O)N